ClC=1N=CN(C(C1Cl)=O)CC(=O)NC1=CC(=C(C=C1)C)S(=O)(=O)N1CCN(CCC1)C 2-(4,5-dichloro-6-oxopyrimidin-1(6H)-yl)-N-(4-methyl-3-((4-methyl-1,4-diazepan-1-yl)sulfonyl)phenyl)acetamide